4-fluorocatechol FC=1C=C(C(O)=CC1)O